2-chloro-5-fluoro-6-(2-fluoro-6-methoxyphenyl)nicotinic acid ClC1=C(C(=O)O)C=C(C(=N1)C1=C(C=CC=C1OC)F)F